(2R,3S)-2-(3-(5,7-dichloro-1H-benzo[d]imidazol-1-yl)propyl)piperidin-3-ol ClC1=CC2=C(N(C=N2)CCC[C@H]2NCCC[C@@H]2O)C(=C1)Cl